(R)-2-(5-fluoro-2-methoxypyridin-4-yl)-1-((S)-7'-methyl-6'-(pyrimidin-2-yl)-3',4'-dihydro-1'H-spiro[pyrrolidine-3,2'-[1,8]naphthyridin]-1-yl)propane-1-thione FC=1C(=CC(=NC1)OC)[C@H](C(=S)N1C[C@@]2(NC3=NC(=C(C=C3CC2)C2=NC=CC=N2)C)CC1)C